2,2'-[(3-hydroxyphenyl)methylene]bis(3,5,6-trimethylphenol) OC=1C=C(C=CC1)C(C1=C(C(=C(C=C1C)C)C)O)C1=C(C(=C(C=C1C)C)C)O